5-((1S,4R,6R)-2-azabicyclo[2.2.1]Hept-6-ylamino)pyrazine-2-carboxylic acid methyl ester COC(=O)C1=NC=C(N=C1)N[C@@H]1C[C@@H]2CN[C@H]1C2